COC=1N=C2C(=C3C(=NC2=CC1OC)CCCCC3)NC3CCN(CC3)CCC#N 3-[4-({2,3-dimethoxy-6H,7H,8H,9H,10H-cyclohepta[b]1,5-naphthyridin-11-yl}amino)piperidin-1-yl]propanenitrile